NCCOCCOCCC(=O)NC1=C(C(=O)NC=2N=NC(=CC2)OC)C=CC(=C1)N(C)C (3-(2-(2-Aminoethoxy)ethoxy)propionylamino)-4-(dimethylamino)-N-(6-methoxypyridazin-3-yl)benzamide